N(=[N+]=[N-])C(C)(C)C1=C2C=C(N=CC2=C(N=C1)OC1CN(C1)C(=O)[C@@H]1[C@@H](C1)F)NC1=CC=C2C(=N1)[C@H](C(OC2=O)(C)C)C (R)-2-((5-(2-azidopropan-2-yl)-8-((1-((1R,2R)-2-fluorocyclopropane-1-carbonyl)azetidin-3-yl)oxy)-2,7-naphthyridin-3-yl)amino)-7,7,8-trimethyl-7,8-dihydro-5H-pyrano[4,3-b]pyridin-5-one